(+/-)-(trans)-4-[3-(acetylthio)phenyl]-3-[[(tert-butyldimethylsilyl)oxy]methyl]-2-methylpiperidine-1-carboxylic acid tert-butyl ester C(C)(C)(C)OC(=O)N1C(C(C(CC1)C1=CC(=CC=C1)SC(C)=O)CO[Si](C)(C)C(C)(C)C)C